1-((1H-pyrrolo[2,3-b]pyridin-4-yl)methyl)-3-(4-(tert-butyl)phenyl)-5,5-dimethyl-2-thioxoimidazolidin-4-one N1C=CC=2C1=NC=CC2CN2C(N(C(C2(C)C)=O)C2=CC=C(C=C2)C(C)(C)C)=S